2-(5-(3-(4-cyclopropyl-2-oxopiperidin-1-yl)phenyl)-2-(cyclopropylmethyl)-1-(3-fluoro-4-sulfamoylbenzyl)-1H-pyrrol-3-yl)thiazole-4-carboxylic acid C1(CC1)C1CC(N(CC1)C=1C=C(C=CC1)C1=CC(=C(N1CC1=CC(=C(C=C1)S(N)(=O)=O)F)CC1CC1)C=1SC=C(N1)C(=O)O)=O